(8-amino-2-(2-fluoro-6-((3-oxopiperazin-1-yl)methyl)benzyl)-5-(pyrimidin-4-yl)-[1,2,4]triazolo[1,5-a]pyrazin-6-yl)benzonitrile NC=1C=2N(C(=C(N1)C1=C(C#N)C=CC=C1)C1=NC=NC=C1)N=C(N2)CC2=C(C=CC=C2CN2CC(NCC2)=O)F